C(C)O[Si](O[Si](OCC)(OCC)CCCN([Si](C)(C)C)C1=CC=CC=C1)(OCC)CCCN([Si](C)(C)C)C1=CC=CC=C1 N'-((1,1,3,3-tetraethoxydisiloxane-1,3-diyl)bis(propane-3,1-diyl))bis(1,1,1-trimethyl-N-phenylsilaneamine)